1-(1-ethoxyethyl)pyrazole-4-boronic acid pinacol ester C(C)OC(C)N1N=CC(=C1)B1OC(C)(C)C(C)(C)O1